[C-]#N.C(CCCCCCCCC)[NH+]1C(=CC=C1)CCCC 1-Decyl-2-butylpyrrolium cyanid